2-(2,4-Dichloro-phenyl)-1-[4-(5-fluoro-pent-1-ynyl)-phenyl]-5-methyl-1H-imidazole-4-carboxylic acid piperidin-1-ylamide N1(CCCCC1)NC(=O)C=1N=C(N(C1C)C1=CC=C(C=C1)C#CCCCF)C1=C(C=C(C=C1)Cl)Cl